C(C=C)(=O)OCCOC1=CC=C(C=C1)C(C)C 2-(p-isopropyl-phenoxy)-ethyl acrylate